1-methyl-3-[4-phenoxy-3-(tetrahydrofuran-3-yloxy)phenyl]urea CNC(=O)NC1=CC(=C(C=C1)OC1=CC=CC=C1)OC1COCC1